1-(4-acetoxyl-phenyl)-1-ethanol O(C(=O)C)C1=CC=C(C=C1)C(C)O